4-Bromo-3-fluoro-phenylamine BrC1=C(C=C(C=C1)N)F